CS(=O)(=O)OCC1=NC(=C2C(=N1)N(N=C2)C2=C(C=C(C=C2)F)OCCC#C)OCC2=CC=CC=C2 [4-benzyloxy-1-(2-but-3-ynoxy-4-fluoro-phenyl)pyrazolo[3,4-d]pyrimidin-6-yl]methyl methanesulfonate